N1=CN=C(C=C1)C=O 4-pyrimidinecarbaldehyde